CC1=NC=CC2=C(C=C(C=C12)C)C(C(=O)OCC)N1CC(C1)OCCCCCC1=NC=2NCCCC2C=C1 ethyl 2-(1,7-dimethylisoquinolin-5-yl)-2-(3-(5-(5,6,7,8-tetrahydro-1,8-naphthyridin-2-yl)pentyloxy)azetidin-1-yl)acetate